OC=1C(=C(C(=O)NO)C=CC1)O dihydroxybenzohydroxamic acid